tert-Butyl 4-[4-[4-[(1R)-1-(5-fluoro-2-pyridyl)ethoxy]-3-isothiazol-4-yl-pyrazolo[1,5-a]pyridin-6-yl]-5-methyl-triazol-1-yl]piperidine-1-carboxylate FC=1C=CC(=NC1)[C@@H](C)OC=1C=2N(C=C(C1)C=1N=NN(C1C)C1CCN(CC1)C(=O)OC(C)(C)C)N=CC2C=2C=NSC2